7-(2-amino-6-fluoro-5-(4-(4-isopropylpiperazin-1-yl)phenyl)pyridin-3-yl)-6-fluoroquinazolin-4(3H)-one NC1=NC(=C(C=C1C1=C(C=C2C(NC=NC2=C1)=O)F)C1=CC=C(C=C1)N1CCN(CC1)C(C)C)F